(S)-2-methyl-N-((S)-1-(2-(trifluoromethyl)pyrimidin-5-yl)ethyl)propane-2-sulfinamide CC(C)(C)[S@](=O)N[C@@H](C)C=1C=NC(=NC1)C(F)(F)F